C(C)(C)(C)OC(NC=1C=CC(=C2C(=CNC12)C=O)C)=O.C(C)C1=NC(=CC=C1NC(C1=C(C=C(C=C1)C(F)(F)F)NC1=C(C=C(C=C1)F)C(C)C)=O)OC N-(2-ethyl-6-methoxypyridin-3-yl)-2-((4-fluoro-2-isopropylphenyl)amino)-4-(trifluoromethyl)benzamide Tert-butyl-N-(3-formyl-4-methyl-1H-indol-7-yl)carbamate